2-(2-(2-((5-(2-oxoindolin-5-yl)pyridin-2-yl)amino)ethoxy)ethyl)acetamide Benzyl-(2S)-2-[(2S)-2-(tert-butoxycarbonylamino)propionylamino]-3-phenylpropionate C(C1=CC=CC=C1)OC([C@H](CC1=CC=CC=C1)NC([C@H](C)NC(=O)OC(C)(C)C)=O)=O.O=C1NC2=CC=C(C=C2C1)C=1C=CC(=NC1)NCCOCCCC(=O)N